1-(4-((4-((4-chloro-3-fluorobenzyl)amino)-7-methoxyquinazolin-6-yl)oxy)piperidin-1-yl)prop-2-en-1-one ClC1=C(C=C(CNC2=NC=NC3=CC(=C(C=C23)OC2CCN(CC2)C(C=C)=O)OC)C=C1)F